5-(1H-pyrrolo[2,3-b]pyridin-3-yl)-1,2,3,6-tetrahydropyridine-3-carboxylic acid hydrochloride Cl.N1C=C(C=2C1=NC=CC2)C2=CC(CNC2)C(=O)O